COC([C@H](CC1=C2C=C(C=NC2=C(C=C1)C=1C(N(C(=CC1C(F)(F)F)C)C)=O)F)N)=O.ClCC(=O)NC1=C(C=C(C=C1)N(C)C)C(C)C 2-chloro-N-(4-(dimethylamino)-2-isopropylphenyl)acetamide methyl-(S)-2-amino-3-(8-(1,6-dimethyl-2-oxo-4-(trifluoromethyl)-1,2-dihydropyridin-3-yl)-3-fluoroquinolin-5-yl)propanoate